C(C1=CC=CC=C1)OC=1C=C2CCNC(C2=CC1OC)\C=C\C1=C(C=C(C=C1)N1C=NC=C1)C 6-(benzyloxy)-1-{(E)-2-[4-(1H-imidazol-1-yl)-2-methylphenyl]ethenyl}-7-methoxy-1,2,3,4-tetrahydroisoquinoline